C(C)(C)(C)OC(=O)N1N=CC=C1NC1=NC(=CC(=C1)C1(CCCC1)C#N)N1[C@@H](COCC1)C.N.[Ti] titanium ammonia tert-butyl-5-{[4-(1-cyanocyclopentyl)-6-[(3R)-3-methylmorpholin-4-yl]pyridin-2-yl]amino}-1H-pyrazole-1-carboxylate